C(CC\C=C\CCC(=O)O)(=O)O (E)-oct-4-enedioic acid